ClC1=CC=C(C(=N1)C1=NN(C=N1)C)NC(C)C=1C=2C3=C(N(C(C2C=C(C1)C)=O)C)N(N=C3)C3CNCCC3 9-[1-[[6-chloro-2-(1-methyl-1,2,4-triazol-3-yl)-3-pyridyl]amino]ethyl]-4,7-dimethyl-3-(3-piperidyl)pyrazolo[3,4-c]isoquinolin-5-one